2-(4-fluoro-3-((R or S)-1-(((R)-((R)-7-fluoro-1,2,3,4-tetrahydropyrido[2,3-b]pyrazin-3-yl)(phenyl)methyl)amino)propan-2-yl)phenyl)acetic acid FC1=C(C=C(C=C1)CC(=O)O)[C@H](CN[C@H](C1=CC=CC=C1)[C@H]1CNC2=C(N1)N=CC(=C2)F)C |o1:11|